C(C)OCCCCC(C)=O 6-ethyloxy-hexane-2-one